NC1=C(C(=O)OC)C=C(C(=C1)OCCC1=C(C=C(C(=C1)[N+](=O)[O-])C(=O)OC)F)F methyl 2-amino-5-fluoro-4-(2-fluoro-4-(methoxycarbonyl)-5-nitrophenethoxy)benzoate